C1(CC1)[C@H](C)N1C(C2=C(C=C(C=C2C1)C1=C(N=C(S1)NC1=NC(=CC=C1)N1C(CCC1)=O)C)S(=O)(=O)C)=O 2-[(1S)-1-cyclopropylethyl]-5-(4-methyl-2-{[6-(2-oxopyrrolidin-1-yl)pyridin-2-yl]amino}-1,3-thiazol-5-yl)-7-(methyl-sulfonyl)-2,3-dihydro-1H-isoindol-1-one